ClC1=CC2=C(S1)C1(CC(NC(C1)C1=CC=CC=C1)C=1N=NN(C1)C)OCC2 2-chloro-2'-(1-methyltriazol-4-yl)-6'-phenyl-spiro[4,5-dihydrothieno[2,3-C]pyran-7,4'-piperidine]